CN(S(=O)(=O)C=1C=C(C=CC1)NC(=O)C1=NC=CN=C1)C1=CC=CC=C1 N-(3-(N-methyl-N-phenylsulfamoyl)phenyl)pyrazine-2-carboxamide